1-(2-naphthaloylmethyl)thiolium trifluoromethanesulfonate FC(S(=O)(=O)[O-])(F)F.C1=C(C=CC2=CC=CC=C12)C(=O)C[S+]1C=CC=C1